C(C)(=O)N1CCC(CC1)C1=NN(C=2C=CC=C(C12)C1=C(C=C2C=NN(C2=C1)C)F)CC(=O)N1CC=2N(CC1)N=NC2CO 2-(3-(1-acetylpiperidin-4-yl)-5'-fluoro-1'-methyl-1H,1'H-[4,6'-biindazol]-1-yl)-1-(3-(hydroxymethyl)-6,7-dihydro-[1,2,3]triazolo[1,5-a]pyrazin-5(4H)-yl)ethan-1-one